CC(C[Si](OC)(OC)OC)=CC 2-methyl-2-butenyl-trimethoxysilane